6-[2-tert-butyl-5-[6-methyl-pyridin-2-yl]-1H-imidazol-4-yl]-quinoxaline C(C)(C)(C)C=1NC(=C(N1)C=1C=C2N=CC=NC2=CC1)C1=NC(=CC=C1)C